4-((1r,4s)-4-(3-bromo-2-methylphenoxy)cyclohexyl)butanal BrC=1C(=C(OC2CCC(CC2)CCCC=O)C=CC1)C